C(C)(C)(C)OC(=O)N1CC(C1)(F)C1=CC(=CC(=C1)COCC1=CC=C(C=C1)OC)[C@@H](C)N[S@](=O)C(C)(C)C tert-butyl-3-[3-[(1R)-1-[[(R)-tert-butylsulfinyl]amino]ethyl]-5-[(4-methoxyphenyl)methoxymethyl]phenyl]-3-fluoro-azetidine-1-carboxylate